P(=S)(OCCCCCCCCCCCCCCCC)(OC(C)(C)C)OC(C)(C)C hexadecyl di-t-butyl thiophosphate